COC(C(C)(C)N=NC(C(=O)OC)(C)C)=O.N(=NC(C#N)(CC(C)(C)OC)C)C(C#N)(CC(C)(OC)C)C azobis(2,4-dimethyl-4-methoxyvaleronitrile) dimethyl-azobisisobutyrate